ClC1=CC=C(C=C1)CN1C(NC(C=2N=NC(=CC21)N2CCOCC2)=O)=O 5-[(4-chlorophenyl)methyl]-3-(morpholin-4-yl)pyrimido[5,4-c]pyridazine-6,8(5H,7H)-dione